BrC=1C=CC(=C2C=CC(=NC12)C(F)(F)F)C 8-bromo-5-methyl-2-(trifluoromethyl)quinoline